OCCNS(=O)(=O)NC(OC(C)(C)C)=O Tert-Butyl N-(2-hydroxyethyl)sulfamoylcarbamate